N1,N3-dibenzyl-2-methylcyclohexane-1,3-diamine C(C1=CC=CC=C1)NC1C(C(CCC1)NCC1=CC=CC=C1)C